C(CCCC)(=N)N Pentaneamidine